tert-butyl (3-(4-aminopyridin-2-yl)oxetan-3-yl)carbamate NC1=CC(=NC=C1)C1(COC1)NC(OC(C)(C)C)=O